(4S)-4,7'-dimethyl-6'-(pyrimidin-2-yl)-3',4'-dihydro-1'H-spiro[pyrrolidine-3,2'-[1,8]naphthyridine]-1-carboxylic acid tert-butyl ester C(C)(C)(C)OC(=O)N1CC2(NC3=NC(=C(C=C3CC2)C2=NC=CC=N2)C)[C@H](C1)C